di-butylether C(CCC)OCCCC